C(C)(C)N1C(=NC=2C=NC(=CC21)C2=CNC1=NC=C(C=C12)C(=O)N1C2CN(CC1CC2)C)C (3-(1-isopropyl-2-methyl-1H-imidazo[4,5-c]pyridin-6-yl)-1H-pyrrolo[2,3-b]pyridin-5-yl)(3-methyl-3,8-diazabicyclo[3.2.1]octan-8-yl)methanone